Cl.N1(CCNCCC1)C(=O)OCC ethyl 1,4-diazepan-1-carboxylate hydrochloride